2-methyl-N-(5-(trifluoromethyl)-[1,1'-biphenyl]-2-yl)propanamide CC(C(=O)NC1=C(C=C(C=C1)C(F)(F)F)C1=CC=CC=C1)C